(2S)-2-[9H-fluoren-9-ylmethoxycarbonyl-(methyl)amino]-3-(3-thienyl)propionic acid C1=CC=CC=2C3=CC=CC=C3C(C12)COC(=O)N([C@H](C(=O)O)CC1=CSC=C1)C